C(C)OC(=O)C1=CN=CN1[C@H](C)C1=CC(=CC=C1)O (R)-1-(1-(3-hydroxyphenyl)ethyl)-1H-imidazole-5-carboxylic acid ethyl ester